BrC1=CC2=C(N(N=N2)C)C=C1 5-bromo-1-methyl-1H-benzo[d][1,2,3]Triazole